ClC=1C=C(C=C(C1)Cl)N1CC(CC=C1)(C#N)C1=CC2=C(C=C1OC)COC=1C2=NNC1C(=O)N1C(COCC1)(C)C 1-(3,5-dichlorophenyl)-3-(3,3-dimethylmorpholine-4-carbonyl-7-methoxy-5H-isochromeno[4,3-c]pyrazol-8-yl)pyridine-3-carbonitrile